benzyl-5-((1-(tert-butoxycarbonyl)-3,3-difluoropiperidin-4-yl)amino)-1-methyl-3,4-dihydroisoquinoline C(C1=CC=CC=C1)C1N=C(C2=CC=CC(=C2C1)NC1C(CN(CC1)C(=O)OC(C)(C)C)(F)F)C